[PH4+].[P+3] phosphorus, phosphonium salt